ClC1=CC(=NC=C1)[C@@H]1[C@H](C1)C(=O)NC1=NC=NC(=C1)NCC=1N=C2N(C=C(C=C2N2C(OCC2)=O)C2CC2)C1 (1S,2S)-2-(4-chloropyridin-2-yl)-N-(6-(((6-cyclopropyl-8-(2-oxooxazolidin-3-yl)imidazo[1,2-a]pyridin-2-yl)methyl)amino)pyrimidin-4-yl)cyclopropane-1-carboxamide